N1=C(C=CC=C1)CCN(C=O)C1CC(CCC1C(C)C)C N-(2-pyridin-2-ylethyl)menthyl-formamide